5-benzyl-3-((2-chloro-4,5-difluorobenzamido)methyl)-4,5-dihydroisoxazole C(C1=CC=CC=C1)C1CC(=NO1)CNC(C1=C(C=C(C(=C1)F)F)Cl)=O